1-(4-(6-(1-methyl-1H-pyrazol-4-yl)pyrazolo[1,5-a]pyridin-3-yl)piperazin-1-yl)-2-(5-methylpyridin-2-yl)ethan-1-one CN1N=CC(=C1)C=1C=CC=2N(C1)N=CC2N2CCN(CC2)C(CC2=NC=C(C=C2)C)=O